[Si](C)(C)(C(C)(C)C)OCCS(=O)(=O)CC(CCCC(C(=O)OC(C)(C)C)(C)C1=CC(=CC=C1)CC(C(=O)OCC)C(F)F)(C)C tert-butyl 7-((2-((tert-butyldimethylsilyl)oxy)ethyl)sulfonyl)-2-(3-(2-(difluoromethyl)-3-ethoxy-3-oxopropyl)phenyl)-2,6,6-trimethylheptanoate